1-(4-methoxybenzyl)-3-(6-(7-(trifluoromethyl)-1,2,3,4-tetrahydroisoquinoline-2-carbonyl)spiro[3.3]hept-2-yl)urea COC1=CC=C(CNC(=O)NC2CC3(C2)CC(C3)C(=O)N3CC2=CC(=CC=C2CC3)C(F)(F)F)C=C1